3-(4-(5-iodopentyl)-1-oxoisoindolin-2-yl)-1-methylpiperidine-2,6-dione ICCCCCC1=C2CN(C(C2=CC=C1)=O)C1C(N(C(CC1)=O)C)=O